C(N)(O[C@@H]1[C@@H](CC2=CC=CC(=C12)Cl)OCOC)=O (1S,2R)-7-chloro-2-(methoxymethoxy)-2,3-dihydro-1H-inden-1-yl carbamate